FC1=C(CO[C@@H]2C[C@H](C2)C(=O)NCC2=C(C(=C(C=C2)C(F)(F)F)C=2NC(C=C(N2)C(F)F)=O)F)C=CC(=C1)F trans-3-[(2,4-difluorobenzyl)oxy]-N-{3-[4-(difluoromethyl)-6-oxo-1,6-dihydropyrimidin-2-yl]-2-Fluoro-4-(trifluoromethyl)benzyl}cyclobutane-1-carboxamide